Cl.CNCC1C2=C(NC(C1)=O)C=CS2 N-Methyl-1-(5-oxo-4,5,6,7-tetrahydrothieno[3,2-b]pyridin-7-yl)methanamine hydrochloride